tert-Butyl 2-bromo-6-methyl-7-oxo-3-(phenylsulfonyl)-6,7-dihydro-3H-spiro[dipyrrolo[2,3-b:3',2'-d]pyridine-8,4'-piperidin]-1'-carboxylate BrC1=CC=2C(=NC=C3C2C2(CCN(CC2)C(=O)OC(C)(C)C)C(N3C)=O)N1S(=O)(=O)C1=CC=CC=C1